ICC(=O)NC 2-iodo-N-methyl-acetamide